(S)-3-((4-(6-fluoro-7-(methylthio)-1-((2-(trimethylsilyl)ethoxy)methyl)-1H-indol-3-yl)-5-(trifluoromethyl)pyrimidin-2-yl)amino)piperidine-1-carboxylic acid tert-butyl ester C(C)(C)(C)OC(=O)N1C[C@H](CCC1)NC1=NC=C(C(=N1)C1=CN(C2=C(C(=CC=C12)F)SC)COCC[Si](C)(C)C)C(F)(F)F